C(C)(C)(C)OC(=O)N1C[C@@H](CC1)C[N+]=1NC=CC1 2-(((R)-1-(tert-butoxycarbonyl)pyrrolidin-3-yl)methyl)-1H-pyrazol-2-ium